N1-((1S)-1-(5-((5-chloro-2,3-dihydro-1H-inden-2-yl)amino)pyridin-2-yl)-2,2,2-trifluoroethyl)-N1,N4-dimethylcubane-1,4-dicarboxamide ClC=1C=C2CC(CC2=CC1)NC=1C=CC(=NC1)[C@@H](C(F)(F)F)N(C(=O)C12C3C4C5(C3C1C5C24)C(=O)NC)C